6-hydroxy-N-((2-methyl-1,2,3,4-tetrahydroisoquinolin-3-yl)methyl)pyrazine-2-carboxamide OC1=CN=CC(=N1)C(=O)NCC1N(CC2=CC=CC=C2C1)C